The molecule is a 1-alkylglycerone 3-phosphate in which the alkyl group is specified as (9Z,12Z)-octadecadienyl. It is a conjugate acid of a 1-(9Z,12Z)-octadecadienylglycerone 3-phosphate(2-). CCCCC/C=C\\C/C=C\\CCCCCCCCOCC(=O)COP(=O)(O)O